Cl.NC1(CCN(CC1)C(CO)=O)C 1-(4-amino-4-methylpiperidin-1-yl)-2-hydroxyethan-1-one hydrochloride